FC=1C(=NC=C(C1)C(C(C(F)(F)F)(F)F)(F)F)C=1C(=C(C(=O)N)C=C(C1)[N+](=O)[O-])SC1=NN=CN1C(CCO)(C)C [3-fluoro-5-(1,1,2,2,3,3,3-heptafluoropropyl)-2-pyridyl]-2-[[4-(3-hydroxy-1,1-dimethyl-propyl)-1,2,4-triazol-3-yl]sulfanyl]-5-nitro-benzamide